C(#N)C1=C(C=CC(=C1)F)[C@@H]([C@H](C)C=1N(C(C(=C(N1)C(=O)NC=1C=NOC1)O)=O)C)C=1C(=NN(C1)CC)C 2-((1r,2s)-1-(2-cyano-4-fluorophenyl)-1-(1-ethyl-3-methyl-1H-pyrazol-4-yl)propan-2-yl)-5-hydroxy-N-(isoxazol-4-yl)-1-methyl-6-oxo-1,6-dihydropyrimidine-4-carboxamide